C(C1=CC=CC=C1)OC(=O)C1=CC=CC=2NN=NC21 (benzyloxycarbonyl)-benzotriazole